P(=O)([O-])([O-])[O-].C(C(=C)C)(=O)OCCOCC[N+](C)(C)C.C(C(=C)C)(=O)OCCOCC[N+](C)(C)C.C(C(=C)C)(=O)OCCOCC[N+](C)(C)C 2-(methacryloyloxy)ethyl-choline phosphate